COC1=C2C=C(CN(C2=CC(=C1)C1CCNCC1)C)C 5-methoxy-1,3-dimethyl-7-(piperidin-4-yl)quinolin